ClC=1C=C(C=C(C1)Cl)C1=NC(=CC(=C1)CN1CCC(CC1)CCC(=O)O)OC=1C=NC(=NC1)N1CCN(CC1)CCCS(=O)(=O)C 3-(1-((2-(3,5-dichloro-phenyl)-6-((2-(4-(3-(methylsulfonyl)propyl)piperazin-1-yl)pyrimidin-5-yl)oxy)pyridin-4-yl)methyl)piperidin-4-yl)propanoic acid